CC1C(C(=NS1)Cl)=O methyl(chloro)isothiazolinone